2-[6-[3-(1,1-Difluoroethyl)-4-fluoro-phenyl]-3-fluoro-pyrazolo[4,3-b]pyridin-1-yl]-1-(3-fluoroazetidin-1-yl)ethanone FC(C)(F)C=1C=C(C=CC1F)C=1C=C2C(=NC1)C(=NN2CC(=O)N2CC(C2)F)F